OCC[C@H]1CN(CCN1)C(=O)OC(C)(C)C (S)-tert-butyl 3-(2-hydroxyethyl)piperazine-1-carboxylate